α-deutero-5-methoxy-N,N-dimethyltryptamine [2H]C(N(C)C)CC1=CNC2=CC=C(C=C12)OC